tert-butyl 4-[1-[(4-bromophenyl)methyl]-2-ethoxy-2-oxo-ethyl]piperidine-1-carboxylate BrC1=CC=C(C=C1)CC(C(=O)OCC)C1CCN(CC1)C(=O)OC(C)(C)C